Methyl (1S,2S)-2-(2,3-dihydro-1,4-benzodioxine-6-carbonyl)cyclopropane-1-carboxylate O1CCOC2=C1C=CC(=C2)C(=O)[C@@H]2[C@H](C2)C(=O)OC